C(C)(C)(C)OC(=O)C1=CC=C(C=C1)N1CCC2(CN(CCO2)C2CC(C2)OC2=CC(=C(C(=O)OC)C=C2)OC)CC1 methyl 4-[3-[9-(4-tert-butoxycarbonylphenyl)-1-oxa-4,9-diazaspiro[5.5]undecan-4-yl]cyclobutoxy]-2-methoxy-benzoate